(R)-1-(2-(azetidin-1-yl)-5-(6-chloro-5-(1-(3,5-dichloropyridin-4-yl)ethoxy)-1H-indazol-3-yl)pyridin-3-yl)-N,N-dimethylmethanamine N1(CCC1)C1=NC=C(C=C1CN(C)C)C1=NNC2=CC(=C(C=C12)O[C@H](C)C1=C(C=NC=C1Cl)Cl)Cl